FC(OC=1C=C(C=CC1)C=1N=NNC1)(F)F 4-(3-(trifluoromethoxy)phenyl)-1H-1,2,3-triazole